CNCCN(C)CCNC N,N',N''-trimethyldiethylenetriamine